(S)-N-((4-(cyclopropanesulfonamido)pyridin-2-yl)(tetrahydro-2H-pyran-4-yl)methyl)-5-(6-ethoxypyrazin-2-yl)thiazole-2-carboxamide C1(CC1)S(=O)(=O)NC1=CC(=NC=C1)[C@@H](NC(=O)C=1SC(=CN1)C1=NC(=CN=C1)OCC)C1CCOCC1